N-(3-chloro-5-(methylsulfonamido)phenyl)-5-(5-(3,3-difluoroazetidin-1-yl)-3-isopropoxypyridin-2-yl)-1-methyl-1H-pyrrole-3-carboxamide ClC=1C=C(C=C(C1)NS(=O)(=O)C)NC(=O)C1=CN(C(=C1)C1=NC=C(C=C1OC(C)C)N1CC(C1)(F)F)C